COCC1N(CC(C1)NC(=O)C=1OC(=CN1)C1=CC(=CC=C1)OC(F)(F)F)C(=O)[O-] 2-(methoxymethyl)-4-(5-(3-(trifluoromethoxy)phenyl)oxazole-2-carboxamido)pyrrolidine-1-carboxylate